C(C)(C)(C)OC(=O)N1C(C2=C(C=CC(=C2C1)Cl)NC1=NC(=CC(=C1)C1CCOCC1)CN(C)C)=O 4-chloro-7-[[6-[(dimethylamino)methyl]-4-tetrahydropyran-4-yl-2-pyridinyl]amino]-1-oxoisoindoline-2-carboxylic acid tert-butyl ester